C(C)N1CC2(CN(C2)C=2C=CC(=NC2)NC2=NC=C(C(=N2)C2=C(C3=C(N(C(=N3)N(C)C)C(C)C)S2)C)F)C1 5-(2-((5-(6-Ethyl-2,6-diazaspiro[3.3]heptan-2-yl)pyridin-2-yl)amino)-5-fluoropyrimidin-4-yl)-3-isopropyl-N,N,6-trimethyl-3H-thieno[2,3-d]imidazol-2-amine